4,8-Dioxo-1,3-adamantandicarboxylic acid O=C1C2(CC3(C(C(CC1C3)C2)=O)C(=O)O)C(=O)O